4-{3-Methoxy-4-[(2-methoxyphenyl)methoxy]phenyl}-2H,6H,7H-pyrazolo[3,4-b]pyridin-6-one COC=1C=C(C=CC1OCC1=C(C=CC=C1)OC)C=1C=2C(NC(C1)=O)=NNC2